(4-methyl-4,5,6,7-tetrahydropyrazolo[1,5-a]pyridin-2-yl)methyl ((2-(2,6-dioxopiperidin-3-yl)-4-fluoro-3-oxoisoindolin-5-yl)methyl)carbamate O=C1NC(CCC1N1CC2=CC=C(C(=C2C1=O)F)CNC(OCC1=NN2C(C(CCC2)C)=C1)=O)=O